dimethyl-(vinyl)silicon C[Si](C=C)C